DL-α-difluoromethylornithine C(CC(C(F)F)(C(=O)O)N)CN